C(#C)C1=CC(=C(C=C1)C(C)NC(OC(C)(C)C)=O)OCCO tert-butyl (1-(4-ethynyl-2-(2-hydroxyethoxy)phenyl)ethyl)carbamate